ClC=1C=C(C=C(C1)Cl)C=1N=C2N(N=CC(=C2C(C)C)C(=O)OCC)C1 ethyl 2-(3,5-dichlorophenyl)-8-isopropylimidazo[1,2-b]pyridazine-7-carboxylate